tert-butyl (2R,4S)-2-methyl-4-(tosyloxy)piperidine-1-carboxylate C[C@H]1N(CC[C@@H](C1)OS(=O)(=O)C1=CC=C(C)C=C1)C(=O)OC(C)(C)C